6-chloro-3-fluoro-4-Iodo-2-methylpyridine ClC1=CC(=C(C(=N1)C)F)I